N-[4-[4-[6-chloro-4-(trifluoromethyl)-2-pyridyl]piperazin-1-yl]sulfonylphenyl]isoindoline-5-carboxamide ClC1=CC(=CC(=N1)N1CCN(CC1)S(=O)(=O)C1=CC=C(C=C1)NC(=O)C=1C=C2CNCC2=CC1)C(F)(F)F